gamma-hydroxyarginine tert-butyl-6-(3-(difluoromethoxy)-5-fluorophenyl)-4-((3-(trifluoromethyl)phenyl)sulfonyl)-3,4-dihydroquinoxaline-1(2H)-carboxylate C(C)(C)(C)C1N(C2=CC=C(C=C2N(C1)S(=O)(=O)C1=CC(=CC=C1)C(F)(F)F)C1=CC(=CC(=C1)F)OC(F)F)C(=O)O.OC(C[C@H](N)C(=O)O)CNC(N)=N